5-(((3-(Dimethylamino)pyrazolo[1,5-a]pyrimidin-5-yl)amino)methyl)-2-methoxyphenol CN(C=1C=NN2C1N=C(C=C2)NCC=2C=CC(=C(C2)O)OC)C